C(C=C)(=O)N1C[C@](CC1)(C1=C(C(=CC=C1F)Cl)Cl)NC1=NC=2C(N(C=CC2C=C1)C)=O 2-[(S)-1-Acryloyl-3-(2,3-dichloro-6-fluorophenyl)-3-pyrrolidinylamino]-7-methyl-1,7-diaza-8(7H)-naphthalenone